BrC=1C(=C2C(=NC1N(C(OC(C)(C)C)=O)C(=O)OC(C)(C)C)OCO2)Cl tert-butyl N-(6-bromo-7-chloro-[1,3]dioxolo[4,5-b]pyridin-5-yl)-N-tert-butoxycarbonyl-carbamate